O1CCC(=CC1)C1=C(C2=C(CCC1)C=C(C=C2)O)C2=CC=C(C=C2)O[C@@H]2CN(CC2)CCCF 6-(3,6-dihydro-2H-pyran-4-yl)-5-{4-[(S)-1-(3-fluoro-propyl)-pyrrolidin-3-yloxy]-phenyl}-8,9-dihydro-7H-benzocyclohepten-2-ol